CN(C(O[C@H](C(=O)NC=1C(N(C=CC1)CC1=NC2=C(N1)C(=CC(=C2)F)CCC(F)(F)F)=O)CC\C=C\C(=O)N(C)C)=O)C (S,E)-7-(dimethylamino)-1-((1-((5-fluoro-7-(3,3,3-trifluoropropyl)-1H-benzo[d]imidazol-2-yl)methyl)-2-oxo-1,2-dihydropyridin-3-yl)amino)-1,7-dioxohept-5-en-2-yl dimethylcarbamate